2-amino-3-chloropropanoic acid hydrochloride Cl.NC(C(=O)O)CCl